C(C1=CC=CC=C1)OC1=C(C(=CC(=C1C)O)O)C(=O)N1CC=2C=CC=NC2CC1 (2-(benzyloxy)-4,6-dihydroxy-3-methylphenyl)(7,8-dihydro-1,6-naphthyridin-6(5H)-yl)methanone